2,5-dimethyldecane CC(C)CCC(CCCCC)C